FC1=CC=C(C=C1)N1CCN(CC1)CC[C@@H]1NC(C2(C1)CCN(CC2)C(=O)C=2N=NC=CC2)=O (R)-3-(2-(4-(4-fluorophenyl)piperazin-1-yl)ethyl)-8-(pyridazine-3-carbonyl)-2,8-diazaspiro[4.5]Decan-1-one